tri(propan-2-yl)-λ5-bismuthanimine CC(C)[Bi](=N)(C(C)C)C(C)C